C(C)(C)C1=NN(C=N1)C=1C=CC(=C(C(=O)O)C1)C 5-(3-isopropyl-1,2,4-triazol-1-yl)-2-methyl-benzoic acid